4,6-Dichloro-2-(difluoromethyl)-3-methyl-pyridine ClC1=C(C(=NC(=C1)Cl)C(F)F)C